C(C)(C)(C)C=1SC(=C(N1)C=1C(=C(C=C(C1)Cl)NS(=O)(=O)CCC)F)C1=NC(=NC=C1)Cl N-(3-(2-(tert-butyl)-5-(2-chloropyrimidin-4-yl)thiazol-4-yl)-5-chloro-2-fluorophenyl)propane-1-sulfonamide